FC(C(=O)C1=NC2=C3C(=CC=C2C=C1)C1=C(S3)C=CC=C1)(F)F (2,2,2-trifluoroethan-1-one-1-yl)-[1]benzothieno[3,2-h]quinoline